monofluorophthalic anhydride FC1=C2C(C(=O)OC2=O)=CC=C1